BrC1=C(N=C2C=3C=C(C=NC3C=CN21)C=2C=NN(C2)C2CN(CC2)C(=O)OC(C)(C)C)C2=C(C=CC=C2Cl)Cl tert-butyl 3-(4-(3-bromo-2-(2,6-dichlorophenyl)imidazo[2,1-f][1,6]naphthyridin-9-yl)-1H-pyrazol-1-yl)pyrrolidine-1-carboxylate